1-iodopent-1-en-3-ol IC=CC(CC)O